boron fluoride B(F)(F)F